C(CCCCCCCCCCC)(=O)N[C@@H](CCCNC(N)=N)C(=O)O N-lauroyl-L-arginine